CN(C=1C=CC=2C(C3=C(N(C2N1)CC(=O)[O-])C(=C(C=C3)C)SC)=O)C.[Na+] sodium 2-(2-(dimethylamino)-8-methyl-9-(methylthio)-5-oxobenzo[b][1,8]naphthyridin-10(5H)-yl)acetate